(R)-1,2,3,4,4a,5-Hexahydrobenzo[b]pyrazino[1,2-d][1,4]oxazine-8-carboxylic acid methyl ester hydrochloride Cl.COC(=O)C=1C=CC2=C(OC[C@@H]3N2CCNC3)C1